D-GLUCOSAMINE HYDROCHLORIDE Cl.OC1[C@H](N)[C@@H](O)[C@H](O)[C@H](O1)CO